(3R)-7-((2S,5R)-4-acryloyl-2,5-dimethylpiperazin-1-yl)-9-chloro-10-(2,4-difluorophenyl)-3-((1-ethylpiperidin-4-yl)methyl)-2,3-dihydro-5H-[1,4]oxazino[2,3,4-ij]quinazolin-5-one C(C=C)(=O)N1C[C@@H](N(C[C@H]1C)C1=NC(N2C3=C(C(=C(C=C13)Cl)C1=C(C=C(C=C1)F)F)OC[C@H]2CC2CCN(CC2)CC)=O)C